C1(CCCC1)P(C1=C(SC=C1P(C1CCCC1)C1CCCC1)C1=CC=C(C=C1)OC)C1CCCC1 3,4-bis(dicyclopentylphosphino)-2-(4-methoxyphenyl)thiophene